tert-Butyl 3-[4-[3-(2,4-dioxohexahydropyrimidin-1-yl)-4-methoxy-benzoyl]piperazin-1-yl]propanoate O=C1N(CCC(N1)=O)C=1C=C(C(=O)N2CCN(CC2)CCC(=O)OC(C)(C)C)C=CC1OC